C(C)(C)(C)OC(N(C(=O)OC(C)(C)C)C1=NC=C(N=C1C1=CC(=NO1)C1=CC=C(C=C1)CN(C)C(=O)OC(C)(C)C)Br)=O tert-butyl(5-bromo-3-(3-(4-(((tert-butoxycarbonyl)(methyl)amino)methyl)phenyl)isoxazol-5-yl)pyrazin-2-yl)(tert-butoxycarbonyl)carbamate